Cl.ClC[N+](C)(C)CCOC1(CCN(CC1)C(NC1=NC2=C(N1)C(=CC=C2C=2C=NN(C2)C)OC)=O)C (chloromethyl)({2-[(1-{[7-methoxy-4-(1-methyl-1H-pyrazol-4-yl)-1H-1,3-benzodiazol-2-yl]carbamoyl}-4-methylpiperidin-4-yl)oxy]ethyl})dimethylazanium hydrochloride